2-[5-[1-(2,6-dibenzyloxy-3-pyridyl)-3-methyl-2-oxo-benzimidazol-5-yl]-6-fluoro-indazol-1-yl]acetic acid C(C1=CC=CC=C1)OC1=NC(=CC=C1N1C(N(C2=C1C=CC(=C2)C=2C=C1C=NN(C1=CC2F)CC(=O)O)C)=O)OCC2=CC=CC=C2